40-hydroxytetracontyl palmitoleate C(CCCCCCC\C=C/CCCCCC)(=O)OCCCCCCCCCCCCCCCCCCCCCCCCCCCCCCCCCCCCCCCCO